NC1=CC(=C(C=C1)N1CCC(CC1)C1CCN(CC1)C(=O)OC(C)(C)C)F tert-butyl 4-[1-(4-amino-2-fluoro-phenyl)-4-piperidyl]piperidine-1-carboxylate